ClC1=C2C=C(N(C2=CC(=C1Cl)OC)C)C(=O)NC1(COC1)C1=CC=C(C=C1)[C@H](C(=O)OCC=C)C(C)C |r| (±)-allyl 2-[4-[3-[(4,5-dichloro-6-methoxy-1-methyl-indole-2-carbonyl)amino]oxetan-3-yl]phenyl]-3-methyl-butanoate